ClC1=C(C=CC=C1)C1=C(C=CC(=C1)C(F)(F)F)S(=O)(=O)N1[C@@H](C[C@@](CC1)(C(=O)NC\C=C/C(=O)N1CC(C1)(F)F)F)C (2R,4S)-1-((2'-chloro-5-(trifluoromethyl)-[1,1'-biphenyl]-2-yl)sulfonyl)-N-((Z)-4-(3,3-difluoroazetidin-1-yl)-4-oxobut-2-en-1-yl)-4-fluoro-2-methylpiperidine-4-carboxamide